C(C)(C)(C)OC(=O)N1CC2=CC(=C(C=C2CC1)C=1C(=C(N(C1)C)C)C(=O)O)C(=O)N1CC2=CC=CC=C2C[C@H]1CN1CCCC1 [2-(tert-Butoxycarbonyl)-7-{[(3S)-3-(pyrrolidin-1-ylmethyl)-3,4-dihydro-1H-isoquinolin-2-yl]carbonyl}-3,4-dihydro-1H-isoquinolin-6-yl]-1,2-dimethylpyrrole-3-carboxylic acid